(3-thiazolo[4,5-c]pyridin-4-ylcyclobutyl) imidazole-1-carboxylate N1(C=NC=C1)C(=O)OC1CC(C1)C1=NC=CC2=C1N=CS2